C(C1=CC=CC=C1)(C1=CC=CC=C1)N1CCN(CC1)CCN1C(NC2(C1=O)CCC(CC2)C2=CC=CC=C2)=O 3-(2-(4-Benzhydrylpiperazin-1-yl)ethyl)-8-phenyl-1,3-diazaspiro[4.5]decane-2,4-dione